1'-((7-ethyl-4-fluoro-6-carbonyl-5,6-dihydro-1,5-naphthyridin-3-yl)methyl)-N-methyl-1',2',3',6'-tetrahydro-[3,4'-bipyridine]-6-carboxamide C(C)C=1C(NC=2C(=C(C=NC2C1)CN1CCC(=CC1)C=1C=NC(=CC1)C(=O)NC)F)=C=O